3-(3-(4-((pyridin-3-yl-oxy)methyl)phenoxy)azetidin-1-yl)-2-(1H-pyrrol-1-yl)benzoic acid N1=CC(=CC=C1)OCC1=CC=C(OC2CN(C2)C=2C(=C(C(=O)O)C=CC2)N2C=CC=C2)C=C1